C1(=CC=CC=C1)N1NC(C=C1C1=C(C(=CC=C1)OC)OC)C=CC1=C(C(=CC=C1)OC)OC 1-phenyl-3-(2,3-dimethoxystyryl)-5-(2,3-dimethoxyphenyl)-dihydropyrazole